1-(4-amino-3-fluorobenzoyl)piperidine-4-carboxylic acid ethyl ester C(C)OC(=O)C1CCN(CC1)C(C1=CC(=C(C=C1)N)F)=O